CC1=NC(=CC(=N1)C1=CC=C2C(NC=NC2=C1)=O)C 7-(2,6-dimethylpyrimidin-4-yl)-4-oxo-3,4-dihydroquinazolin